N=1C=CN2C1C=C(C=C2)OC2=C(C=C(C=C2)NC=2C1=C(N=CN2)C=CC(=N1)OC1CCN(CC1)C(C=C)=O)C 1-(4-((4-((4-(imidazo[1,2-a]pyridin-7-yloxy)-3-methylphenyl)amino)pyrido[3,2-d]pyrimidin-6-yl)oxy)piperidin-1-yl)prop-2-en-1-one